C(C)C(=CC(=O)[O-])C1=C(C=CC=C1)C(=O)O 3-ethyl-3-(carboxyphenyl)-prop-2-enoate